C(#N)C1=CC(=C(C(=O)NC(C(=O)O)CCN(CCCCC2=NC=3NCCCC3C=C2)CCOCC)C=C1)C(F)(F)F 2-[[4-cyano-2-(trifluoromethyl)benzoyl]amino]-4-[2-ethoxyethyl-[4-(5,6,7,8-tetrahydro-1,8-naphthyridin-2-yl)butyl]amino]butanoic acid